2,2'-bis(4-methylbenzoyl)benzidine CC1=CC=C(C(=O)C2=C(C=CC(=C2)N)C2=C(C=C(N)C=C2)C(C2=CC=C(C=C2)C)=O)C=C1